1,1,1-trifluoro-N-phenyl-N-(trifluoromethanesulfonyl)methanesulfonamide isobutyl-para-hydroxybenzoate (isobutyl-p-hydroxybenzoate) C(C(C)C)C1=C(C(=O)O)C=CC(=C1)O.C(C(C)C)OC(C1=CC=C(C=C1)O)=O.FC(S(=O)(=O)N(S(=O)(=O)C(F)(F)F)C1=CC=CC=C1)(F)F